BrC1=CC=C(C=C1)N1C(CCC1)C1=CC=CC=C1 1-(4-bromophenyl)-2-phenylpyrrolidine